ClC=1C=C(C=CC1C)NC(=O)C1CN(C2=C(O1)C=CC=C2)C2=NC(=NC(=N2)NCCCC2=CC=C(C=C2)F)NCCC(=O)O 3-((4-(2-((3-chloro-4-methylphenyl)carbamoyl)-2,3-dihydro-4H-benzo[b][1,4]oxazin-4-yl)-6-((3-(4-fluorophenyl)propyl)amino)-1,3,5-triazin-2-yl)amino)propanoic acid